3-(2-(4,4-dimethylcyclohex-1-en-1-yl)ethyl)-1,5-dihydrobenzo[e][1,3]dioxepin CC1(CC=C(CC1)CCC1OCC2=C(CO1)C=CC=C2)C